ClC=1C(=NC=CC1C=1C(=C(C=CC1)NC(C1=NC=C(C=C1)CNCCO)=O)C)C1=CC(=C(C=C1)CNC[C@@H]1NC(CC1)=O)CC (R)-N-(3-(3-chloro-2-(3-ethyl-4-((((5-oxopyrrolidin-2-yl)methyl)amino)methyl)phenyl)pyridin-4-yl)-2-methylphenyl)-5-(((2-hydroxyethyl)amino)methyl)picolinamide